8-[(1R)-1-[(2-Benzylsulfanyl-6-chloro-3-pyridyl)oxy]ethyl]-2-[1-(2-hydroxy-2-methyl-propyl)pyrazol-4-yl]-3,6-dimethyl-chromen-4-one C(C1=CC=CC=C1)SC1=NC(=CC=C1O[C@H](C)C=1C=C(C=C2C(C(=C(OC12)C=1C=NN(C1)CC(C)(C)O)C)=O)C)Cl